O=C1NC(CCC1N1C(C2=CC=CC(=C2C1=O)OCCCCCCCCCC(=O)NC1=CC=C(C=C1)CCOC1=NC(=CC(=N1)N/N=C/C1=CC(=CC=C1)C)N1CCOCC1)=O)=O (E)-10-((2-(2,6-dioxopiperidin-3-yl)-1,3-dioxoisoindolin-4-yl)oxy)-N-(4-(2-((4-(2-(3-methylbenzylidene)hydrazino)-6-morpholinopyrimidin-2-yl)oxy)ethyl)phenyl)decanamide